N1(C=NC=C1)CC1=CC=C(C=C1)CC(=O)O 4-(1H-imidazolylmethyl)-phenylacetic acid